1-[4-(2,3-dimethylphenyl)piperazin-1-yl]-2-[3-(piperazine-1-carbonyl)-5,6-dihydrocyclopenta[c]pyrazol-1(4H)-yl]ethan-1-one CC1=C(C=CC=C1C)N1CCN(CC1)C(CN1N=C(C2=C1CCC2)C(=O)N2CCNCC2)=O